2-(2-chloro-1,3-benzothiazol-6-yl)-1,2-thiazolidine ClC=1SC2=C(N1)C=CC(=C2)N2SCCC2